(naphthyl)(dibenzofuranyl)carbazole C1(=CC=CC2=CC=CC=C12)C1=C(C=2NC3=CC=CC=C3C2C=C1)C1=CC=CC=2OC3=C(C21)C=CC=C3